ClC=1C=C(C=NNC2=NC=NC3=C2N=CN=C3NC3=CC=C(C=C3)F)C=CC1 8-(2-(3-chlorobenzylidene)hydrazineyl)-N-(4-fluorophenyl)pyrimido[5,4-d]pyrimidin-4-amine